(2S)-2-Amino-N-(3'-(diethylamino)-3-oxo-3H-spiro[isobenzofuran-1,9'-xanthen]-6'-yl)-4-methylpentanamide N[C@H](C(=O)NC=1C=C2OC=3C=C(C=CC3C3(C2=CC1)OC(C1=CC=CC=C13)=O)N(CC)CC)CC(C)C